CN1CC(C1)(C)[C@@](O)(C1=CC=C(C=C1)OC(F)(F)F)C1=CC(=CC=C1)N1C=NC=C1 (R)-(1,3-Dimethyl-azetidin-3-yl)-(3-imidazol-1-yl-phenyl)-(4-trifluoromethoxy-phenyl)-methanol